FC1=CC=C2C(N(C(=NC2=C1)C)C1=CC=C(C=C1)S)=O 7-fluoro-3-(4-mercaptophenyl)-2-methylquinazolin-4(3H)-one